C(C)OC(=O)N1CCC(CC1)OC(C1=NC=CC=C1)C1=CC=C(C=C1)Cl 4-[(4-chlorophenyl)-2-pyridylmethoxy]-1-piperidinecarboxylic acid ethyl ester